C[C@@H]1CN(CCN1)C1=NC=C(N=C1)C(F)(F)F 2-[(3R)-3-methylpiperazin-1-yl]-5-(trifluoromethyl)pyrazine